N-(6-(4-(3-chloro-5-cyano-4-cyclopropoxyphenoxy)phenyl)quinoxalin-2-yl)methanesulfonamide ClC=1C=C(OC2=CC=C(C=C2)C=2C=C3N=CC(=NC3=CC2)NS(=O)(=O)C)C=C(C1OC1CC1)C#N